(3-(5-(2-Chloro-[1,1'-biphenyl]-3-yl)-1,3,4-oxadiazol-2-yl)benzyl)glycine hydrochloride Cl.ClC1=C(C=CC=C1C1=NN=C(O1)C=1C=C(CNCC(=O)O)C=CC1)C1=CC=CC=C1